tert-butyl (2S,4R)-2-((6-bromo-5-methoxypyridin-2-yl) carbamoyl)-4-fluoropyrrolidine-1-carboxylate BrC1=C(C=CC(=N1)NC(=O)[C@H]1N(C[C@@H](C1)F)C(=O)OC(C)(C)C)OC